piperazine trifluoroborate B(F)(F)F.N1CCNCC1